C1(=CC=CC=C1)C1=C(C(=NN=N1)C=1C(=C(C=CC1)C1=CC=CC=C1)C=1[Se]C2=C(C1C1=C(C=CC=C1)C1=CC=CC=C1)C=CC=C2)C2=CC=CC=C2 (diphenyltriazinyl)[(biphenylyl)benzoselenophenyl]Biphenyl